FS(=N)F difluorosulfimide